(R)-2-amino-4-methylbutanol N[C@@H](CO)CCC